(1S,4r)-4-((S)-6-(Methoxycarbonyl)-7-methyl-2-((1-methyl-1H-indol-5-yl)methyl)-6,7,8,9-tetrahydro-3H-imidazo[4,5-f]chinolin-3-yl)cyclohexan COC(=O)N1[C@H](CCC2=C3C(=CC=C12)N(C(=N3)CC=3C=C1C=CN(C1=CC3)C)C3CCCCC3)C